ClC=1C=NC(=C(C(=O)NC2CCC(CC2)CN2C(N(C=3C2=NC=CC3)C3=C(C=CC(=C3)F)Cl)=O)C1)C(F)(F)F 5-chloro-N-((1r,4r)-4-((1-(2-chloro-5-fluorophenyl)-2-oxo-1H-imidazo[4,5-b]pyridin-3(2H)-yl)methyl)cyclohexyl)-2-(trifluoromethyl)nicotinamide